L-thioproline ethyl ester hydrochloride Cl.C(C)OC([C@H]1NCSC1)=O